ClC1=CC(=C(COC2=CC=CC(=N2)C2CCN(CC2)CC=2N(C(=CN2)C=O)C)C=C1)F 2-((4-(6-((4-chloro-2-fluorobenzyl)oxy)pyridin-2-yl)piperidin-1-yl)methyl)-1-methyl-1H-imidazole-5-carbaldehyde